[O].C(O)(O)(O)O carbon hydroxide oxygen